N-(6-fluoro-5-methylpyridin-3-yl)-1,2,4-trimethyl-5-(2-((2-methyl-1-morpholinopropan-2-yl)amino)-2-oxoacetyl)-1H-pyrrole-3-carboxamide FC1=C(C=C(C=N1)NC(=O)C1=C(N(C(=C1C)C(C(=O)NC(CN1CCOCC1)(C)C)=O)C)C)C